O=S oxo-sulfur